ClCCOC=1C=C2CCC(NC2=CC1)=O 6-(2-chloroethoxy)-3,4-dihydro-1H-quinolin-2-one